COC1=CC=C2C=3C=CN=C(C3N(C2=C1)CCCCC(=O)N)C 5-(7-Methoxy-1-methyl-β-carbolin-9-yl)pentanamide